ClC=1C=C(C=CC1)N1C(\C(\CC1=O)=C\C1=C(OCC2=CC=C(C(=O)OCCC(C)C)C=C2)C=CC=C1)=O isopentyl (E)-4-((2-((1-(3-chlorophenyl)-2,5-dioxopyrrolidin-3-ylidene)methyl)phenoxy)methyl)benzoate